1-((3R,4S)-4-((5-(1-(2,2-difluoroethyl)-1H-benzo[d][1,2,3]triazol-6-yl)-4-methoxypyrrolo[2,1-f][1,2,4]triazin-2-yl-7-d)amino)-3-fluoropiperidin-1-yl)ethan-1-one FC(CN1N=NC2=C1C=C(C=C2)C=2C=C(N1N=C(N=C(C12)OC)N[C@@H]1[C@@H](CN(CC1)C(C)=O)F)[2H])F